FC=1C=C(C=CC1F)C=1C=NN(C1)CC(=O)O [4-(3,4-difluorophenyl)pyrazol-1-yl]acetic acid